N-octadecyl-α-heptadecyl-nitrone trans-tert-butyl-2-(6-chloro-5'-methoxy-2'-(methylcarbamoyl)-[2,4'-bipyridin]-4-yl)-3-methylmorpholine-4-carboxylate C(C)(C)(C)OC(=O)N1[C@H]([C@@H](OCC1)C1=CC(=NC(=C1)Cl)C1=CC(=NC=C1OC)C(NC)=O)C.C(CCCCCCCCCCCCCCCCC)[N+](=CCCCCCCCCCCCCCCCCC)[O-]